Cl.CC1CCC(CN1)COC=1C(=NC=CC1)C(F)(F)F 3-((6-methylpiperidin-3-yl)methoxy)-2-(trifluoromethyl)pyridine hydrochloride